FC1=NC(=CC=C1C1=CC(=C(C2=C1OC(O2)(C)[C@@H]2CC[C@H](CC2)N(C)C)C)C(=O)NCC=2C(NC(=CC2SC)C)=O)F 7-(2,6-difluoropyridin-3-yl)-2-(trans-4-(dimethylamino)cyclohexyl)-2,4-dimethyl-N-((6-methyl-4-(methylthio)-2-oxo-1,2-dihydropyridin-3-yl)methyl)benzo[d][1,3]dioxole-5-carboxamide